BrC1=CC(=C(C=C1)N1C(NCC1)=O)Cl 1-(4-bromo-2-chlorophenyl)imidazolidin-2-one